[Si](C)(C)(C(C)(C)C)OCCN(C(CNCCO[Si](C(C)(C)C)(C)C)=O)CC(N(CCC(=O)OCC1=CC=CC=C1)CCO[Si](C)(C)C(C)(C)C)=O benzyl 10,13-bis(2-((tert-butyldimethylsilyl)oxy)ethyl)-2,2,3,3-tetramethyl-9,12-dioxo-4-oxa-7,10,13-triaza-3-silahexadecan-16-oate